5-{6-[2-(6,7-Difluoro-4-methoxy-2-methyl-indol-1-yl)-ethylamino]-pyrimidin-4-yl}-3-trifluoromethyl-thiophene-2-carboxylic acid FC1=CC(=C2C=C(N(C2=C1F)CCNC1=CC(=NC=N1)C1=CC(=C(S1)C(=O)O)C(F)(F)F)C)OC